FC(C=1C=CC(=NC1)N1C[C@@H](CC1)OC1=C(C#N)C=CC=C1)(F)F (R)-2-(1-(5-(trifluoromethyl)pyridin-2-yl)pyrrolidin-3-yloxy)benzonitrile